1-cis-3-(4-hydroxyphenyl)-4-phenyl-chroman-7-ol OC1=CC=C(C=C1)C1COC2=CC(=CC=C2C1C1=CC=CC=C1)O